COC([C@@H](NC(=O)C1(CCCC1)C[C@@H](CN(C([C@H]1NCCC1)=O)C(=O)OC(C)(C)C)C(=O)OC(C)(C)C)COCC1=CC=CC=C1)=O N-(1-(3-(N-tert-butoxycarbonyl-(S)-prolinamido)-2(S)-tert-butoxy-carbonylpropyl)cyclopentanecarbonyl)-O-benzyl-(S)-serine methyl ester